C(C)(C)(C)C1CCC(CC1)OC(=O)OOC(=O)OC1CCC(CC1)C(C)(C)C Di(4-tert-butylcyclohexyl)-peroxydicarbonat